C(C)N1N=C(C2=C1C(NCC1(CCOCC1)C2)=O)CC(COC(C2=CC(=CC=C2)C(=O)N2CCN(CC2)C)=O)(C)C 3-(4-Methylpiperazine-1-carbonyl)benzoic acid [3-(1-ethyl-8-oxo-spiro[6,7-dihydro-4H-pyrazolo[3,4-c]azepin-5,4'-tetrahydropyran]-3-yl)-2,2-dimethyl-propyl] ester